C1(C=CC(N1C=1C(OC2=C3C(=CC=C2C1)C=CC=C3)C(=O)OC)=O)=O methyl maleimido-benzochromene-carboxylate